OCCCCCC(=O)N1C(NC(C=C1)=O)=O 1-(6-hydroxyhexanoyl)-1,2,3,4-tetrahydropyrimidine-2,4-dione